CN(C(=O)C1CCN(CC1)C(=O)C1=NNC(=C1)C1=CC=NC=C1)CCC N-methyl-N-propyl-1-[5-(pyridin-4-yl)-1H-pyrazole-3-carbonyl]piperidine-4-carboxamide